C1(CCCC1)C1=C(C=C(C=C1OC)\C=C\C1=CC=C(C=C1)Cl)OC (E)-2-cyclopentyl-5-(4-chlorostyryl)-1,3-dimethoxybenzene